C1(CC1)CC1=CC(=NN1CC1=CC=C(C=C1)OCC(C)C)C1CCNCC1 4-(5-(cyclopropylmethyl)-1-(4-isobutoxybenzyl)-1H-pyrazol-3-yl)piperidine